(3-(8-bromonaphthalen-1-yl)propoxy)(tert-butyl)dimethylsilane BrC=1C=CC=C2C=CC=C(C12)CCCO[Si](C)(C)C(C)(C)C